NC=1C=C(C(=O)NC2=CC=C(C=C2)OC(F)(F)Cl)C=C(C1N1[C@@H](CN(CC1=O)C)C)Br (R)-3-amino-5-bromo-N-(4-(chlorodifluoromethoxy)phenyl)-4-(2,4-dimethyl-6-oxopiperazin-1-yl)benzamide